(cis)-5-(4-{5-[5-Fluoro-6-(2-methoxyethoxy)-1H-indazol-3-yl]-1,2-oxazol-3-yl}benzoyl)-octahydropyrrolo[2,3-c]pyrrol-2-on FC=1C=C2C(=NNC2=CC1OCCOC)C1=CC(=NO1)C1=CC=C(C(=O)N2C[C@@H]3[C@H](C2)CC(N3)=O)C=C1